Cl.ClC1=C(C=CC=C1C=1N=NN(C1)C1=C(C=C(C(=C1)F)F)F)[C@@]1(CC(N(C(N1)=N)[C@@H]1C[C@@H](OCC1)C)=O)C (6S)-6-{2-Chloro-3-[1-(2,4,5-trifluorophenyl)-1,2,3-triazol-4-yl]-phenyl}-2-imino-6-methyl-3-[(2S,4S)-2-methyltetrahydropyran-4-yl]hexahydropyrimidin-4-one hydrochloride